ClC(COP(=O)([O-])[O-])(Cl)Cl.[Na+].CN1C=NC=2N=CN(C(C12)=O)CC1=NC(=NO1)[C@H]1[C@@H]2CC(=C[C@H]12)C1=C(C=CC=C1)F.[Na+] 7-methyl-1-[[3-[(1R,5R,6S)-3-(2-fluorophenyl)-6-bicyclo[3.1.0]hex-2-enyl]-1,2,4-oxadiazol-5-yl]methyl]purin-6-one sodium (2,2,2-trichloroethyl)phosphate